tert-Butyl ((3S,5S)-1-(2-amino-4-fluorophenyl)-5-(hydroxymethyl)pyrrolidin-3-yl)carbamate NC1=C(C=CC(=C1)F)N1C[C@H](C[C@H]1CO)NC(OC(C)(C)C)=O